C(C)C(C(=O)O)(C)Br.O[C@@H]1[C@@H](N(C[C@@H]([C@H]1O)O)CC1CCN(CC1)C=O)CO (4-(((2S,3R,4R,5S)-3,4,5-trihydroxy-2-(hydroxymethyl)piperidin-1-yl)methyl)piperidin-1-yl)methanone 2-Ethyl-bromopropionate